2-([1,1'-biphenyl]-2-ylmethyl)bicyclo[2.2.1]hept-2-ene C1(=C(C=CC=C1)CC=1C2CCC(C1)C2)C2=CC=CC=C2